OCC1N(C2CCC1C2)C(=O)OC(C)(C)C tert-butyl (endo)-3-(hydroxymethyl)-2-azabicyclo[2.2.1]heptane-2-carboxylate